1-{(1S)-1-[(2S)-5-oxopyrrolidin-2-yl]ethoxy}-7-(prop-2-yloxy)isoquinoline-6-carboxamide O=C1CC[C@H](N1)[C@H](C)OC1=NC=CC2=CC(=C(C=C12)OC(C)C)C(=O)N